C(C)N1CCC(CC1)C1=CC2=C(N=C(N=C2N[C@H](C)C2=C(C(=CC=C2)C(F)(F)F)F)C)N=C1OC (R)-6-(1-ethylpiperidin-4-yl)-N-(1-(2-fluoro-3-(trifluoromethyl)phenyl)ethyl)-7-methoxy-2-methylpyrido[2,3-d]pyrimidin-4-amine